methyl 6-[4-[2-(tert-butoxycarbonylamino)ethylamino]phenyl]pyridine-3-carboxylate C(C)(C)(C)OC(=O)NCCNC1=CC=C(C=C1)C1=CC=C(C=N1)C(=O)OC